(R or S)-4-(phenyl-(m-tolyl)methyl)piperidine C1(=CC=CC=C1)[C@@H](C1CCNCC1)C=1C=C(C=CC1)C |o1:6|